1,3-diaminocyclohexaneadipamide NC1(CC(CCC1)N)C(CCCC(=O)N)C(=O)N